Methyl N-(O-acetyl-N-(2-(4-((tert-butoxycarbonyl)amino)-3-fluorophenyl)thiazole-4-carbonyl)-L-seryl)-O-(tert-butyldiphenylsilyl)-L-serinate C(C)(=O)OC[C@H](NC(=O)C=1N=C(SC1)C1=CC(=C(C=C1)NC(=O)OC(C)(C)C)F)C(=O)N[C@@H](CO[Si](C1=CC=CC=C1)(C1=CC=CC=C1)C(C)(C)C)C(=O)OC